ClC1=C(C(=CC=C1Cl)OCC=C)[C@H](N[S@@](=O)C(C)(C)C)C1CCN(CC1)C(=O)[C@@H]1OC(OC1)(C)C (S)-N-[(R)-[2,3-dichloro-6-(prop-2-en-1-yloxy)phenyl]([1-[(4R)-2,2-dimethyl-1,3-dioxolane-4-carbonyl]piperidin-4-yl])methyl]-2-methylpropane-2-sulfinamide